methyl (3S)-3-[[(tert-butoxy)carbonyl]amino]butanoate C(C)(C)(C)OC(=O)N[C@H](CC(=O)OC)C